(3-isopropyl-[1,2,4]triazolo[4,3-a]pyridin-6-yl)boronic acid C(C)(C)C1=NN=C2N1C=C(C=C2)B(O)O